C1(CC1)CN1CC=2N(CC1)N=C(C2)C(=O)[O-] 5-(cyclopropylmethyl)-4,5,6,7-tetrahydropyrazolo[1,5-a]pyrazine-2-carboxylate